rac-(2S,3S)-1-tert-butoxycarbonyl-3-hydroxy-pyrrolidine-2-carboxylic acid C(C)(C)(C)OC(=O)N1[C@@H]([C@H](CC1)O)C(=O)O |r|